N-(2-Fluoro-2-methylpropyl)-5-(imidazo[1,2-a]pyrimidin-6-yl)pyrrolo[2,1-f][1,2,4]triazin-2-amine FC(CNC1=NN2C(C=N1)=C(C=C2)C=2C=NC=1N(C2)C=CN1)(C)C